BrC=1C=C(C=C2C=NN(C12)CC(F)(F)F)F 7-bromo-5-fluoro-1-(2,2,2-trifluoroethyl)-1H-indazole